C=CC=CC 1,3-Pentadiene